tetrahydro-1,7-naphthyridin-2-one N1C(CCC2CC=NC=C12)=O